tert-butyl 5-((7-bromo-6-(2-cyanoethyl)-8-fluoro-2-(((S)-1-methylpyrrolidin-2-yl)methoxy)quinolin-4-yl)(tert-butoxycarbonyl)amino)-2-azabicyclo[2.1.1]hexane-2-carboxylate BrC1=C(C=C2C(=CC(=NC2=C1F)OC[C@H]1N(CCC1)C)N(C1C2CN(C1C2)C(=O)OC(C)(C)C)C(=O)OC(C)(C)C)CCC#N